2-(trifluoromethyl)morpholine-4-carbothioamide FC(C1CN(CCO1)C(N)=S)(F)F